C(C)OC1=CC=2N=CN=C(C2N=C1NC(=O)[C@@]12COC[C@H]2C1)C=1C(=NN(C1)C)C1=CC=C(C=C1)F (1S,5S)-N-(7-ethoxy-4-(3-(4-fluorophenyl)-1-methyl-1H-pyrazol-4-yl)pyrido[3,2-d]pyrimidin-6-yl)-3-oxabicyclo[3.1.0]hexane-1-carboxamide